FC(C(=O)O)(F)F.F[C@H](CNC1=NC=C(C(=N1)NC1CCC(CC1)O)C1=NC=C(C=C1)CN1CCC(CC1)F)CC (1S,4r)-4-((2-(((S)-2-fluorobutyl)amino)-5-(5-((4-fluoropiperidin-1-yl)methyl)pyridin-2-yl)pyrimidin-4-yl)amino)cyclohexan-1-ol 2,2,2-trifluoroacetate